6-(1-methylethoxy)-3-pyridinecarboxaldehyde CC(C)OC1=CC=C(C=N1)C=O